(2S,3R,4R,5S,6R)-2-(2-(2-(allyloxy)ethoxy)-4-chloro-5-(4-ethylbenzyl)phenyl)-6-(hydroxymethyl)tetrahydro-2H-pyran-3,4,5-triol C(C=C)OCCOC1=C(C=C(C(=C1)Cl)CC1=CC=C(C=C1)CC)[C@@H]1O[C@@H]([C@H]([C@@H]([C@H]1O)O)O)CO